(S)-N-(3-(3,5-dimethylisoxazol-4-yl)-4-(pyrrolidin-2-ylmethoxy)phenyl)cyclopropanecarboxamide CC1=NOC(=C1C=1C=C(C=CC1OC[C@H]1NCCC1)NC(=O)C1CC1)C